benzyl-N-{(2S)-2-amino-4-[{(1R)-1-[1-benzyl-4-(2,5-difluorophenyl)-1H-pyrrol-2-yl]-2,2-dimethylpropyl}(glycoloyl)amino]butanoyl}-3-{[(benzyloxy)carbonyl]amino}-D-alaninat C(C1=CC=CC=C1)OC([C@H](NC([C@H](CCN(C(CO)=O)[C@H](C(C)(C)C)C=1N(C=C(C1)C1=C(C=CC(=C1)F)F)CC1=CC=CC=C1)N)=O)CNC(=O)OCC1=CC=CC=C1)=O